CS(=O)(=O)OC[C@H]1NC2=C(C=C(C=C2NC1)S(N)(=O)=O)[N+](=O)[O-] (S)-(8-nitro-6-sulfamoyl-1,2,3,4-tetrahydroquinoxalin-2-yl)methyl methanesulfonate